ClC=1C=C(C=C2C(=NNC12)N)C1=C2C(=NC=C1)NC(=C2)C2=CC=C(C=C2)CN2CCOCC2 7-chloro-5-(2-(4-(morpholinomethyl)phenyl)-1H-pyrrolo[2,3-b]pyridin-4-yl)-1H-indazol-3-amine